FC=1C=C(C=CC1C1=NOC(=N1)C(F)(F)F)CN1N=CN=C1C#N 2-[[3-fluoro-4-[5-(trifluoromethyl)-1,2,4-oxadiazol-3-yl]phenyl]methyl]-1,2,4-triazole-3-carbonitrile